tert.-Butyldiphenylsilylchlorid C(C)(C)(C)[Si](C1=CC=CC=C1)(C1=CC=CC=C1)Cl